tert-Butyl 4-(6-(3-(6-(4-isopropyl-4H-1,2,4-triazol-3-yl)pyridin-2-yl)-2-oxoimidazolidin-1-yl)pyridin-3-yl)piperazine-1-carboxylate C(C)(C)N1C(=NN=C1)C1=CC=CC(=N1)N1C(N(CC1)C1=CC=C(C=N1)N1CCN(CC1)C(=O)OC(C)(C)C)=O